tert.-Butyl-3-{[2-(4-chlorophenyl)imidazo[1,2-a]-pyridin-3-yl]methyl}-3,8-diazabicyclo[3.2.1]octan-8-carboxylat C(C)(C)(C)OC(=O)N1C2CN(CC1CC2)CC2=C(N=C1N2C=CC=C1)C1=CC=C(C=C1)Cl